C[C@@H]1C(CN(C1)CC1=NC=CC=N1)C=1NC=C2N(C1)[C@H](N=C2)C2CCOCC2 (3R,4R)-6-(4-methyl-1-pyrimidin-2-ylmethyl-pyrrolidin-3-yl)-3-(tetrahydro-pyran-4-yl)-7H-imidazo[1,5-a]pyrazin